ethyl 2-(4-chloro-3-hydroxy-phenyl)-2,2-difluoro-acetate ClC1=C(C=C(C=C1)C(C(=O)OCC)(F)F)O